ClC=1C(=CC(=C(C1)NC1=NC=NC(=C1)N1OCC[C@@H]1C1=CC=CC=C1)OC)N1CCC(CC1)N1CCN(CC1)C (R)-N-(5-chloro-2-methoxy-4-(4-(4-methylpiperazin-1-yl)piperidin-1-yl)phenyl)-6-(3-phenylisooxazolidin-2-yl)pyrimidin-4-amine